ClC1=CC(=CC=2C(OB(C21)O)(C)C)NC2=NC=C(C(=N2)NC2=CC=CC=C2)C N2-(7-chloro-1-hydroxy-3,3-dimethyl-2,1-benzoxaborole-5-yl)-5-methyl-N4-phenyl-pyrimidine-2,4-diamine